OCCN1CCN(CC1)CCCS(=O)(=O)O 4-(2-hydroxyethyl)piperazine-1-propanesulfonic acid